methyl 13-bromotridecanoate BrCCCCCCCCCCCCC(=O)OC